(3S,5S)-2-(N-methyl-N-((2,2,2-trifluoroacetyl)-L-alanyl)-L-leucyl)-6-oxo-2,7-diazaspiro[4.4]nonane-3-carboxamide CN([C@@H](CC(C)C)C(=O)N1C[C@]2(C[C@H]1C(=O)N)C(NCC2)=O)C([C@@H](NC(C(F)(F)F)=O)C)=O